2-(trifluoromethoxy)-5-((trimethylsilyl)ethynyl)benzaldehyde FC(OC1=C(C=O)C=C(C=C1)C#C[Si](C)(C)C)(F)F